ClC1=CC=C(C(=O)NC2N(C(N(S2)CC2=CC=C(C=C2)Cl)=O)COC(CCO)=O)C=C1 1-{[5-(4-chlorobenzamido)-2-[(4-chlorophenyl)methyl]-3-oxo-1,2,4-thiadiazolidin-4-yl]methoxy}-3-hydroxy-1-oxopropan